OC1=C(C=CC=C1)OB(O)O hydroxyl-phenyl-boric acid